CON=C(C)C1=CN(C2=CC=CC=C12)CCC 1-(1-propyl-1H-indol-3-yl)ethan-1-one-O-methyloxime